FC(C(N1CC2=C(CC1)NC=N2)=O)(F)C=2C=C(C(=O)NC1=CC(=C(C=C1)F)C)C=CC2F 3-(1,1-difluoro-2-oxo-2-(1,4,6,7-tetrahydro-5H-imidazo[4,5-c]pyridin-5-yl)ethyl)-4-fluoro-N-(4-fluoro-3-methylphenyl)benzamide